8-(trans-4-aminocyclohexoxy)-7-(1,1-dioxo-1,2-thiazolidin-2-yl)-5,5-dimethyl-6H-benzo[h]quinazolin-4-amine N[C@@H]1CC[C@H](CC1)OC=1C=CC2=C(CC(C=3C(=NC=NC23)N)(C)C)C1N1S(CCC1)(=O)=O